COC=1C=C2C(=NN(C2=C2C1C=CC=C2)CCC2=CC=C(C=C2)C)C 5-methoxy-3-methyl-1-(4-methylphenethyl)-1H-benzo[g]Indazole